2-(6-fluoro-1H-indol-4-yl)-6,7-dimethoxy-1-oxo-1,2-dihydroisoquinoline-4-carboxylic acid FC1=CC(=C2C=CNC2=C1)N1C(C2=CC(=C(C=C2C(=C1)C(=O)O)OC)OC)=O